ClC1=CC=C(C=C1)C1(CC1)CNC=1C(N(C=CN1)CC(=O)OCC)=O ethyl 2-(3-(((1-(4-chlorophenyl)cyclopropyl)methyl)amino)-2-oxopyrazin-1(2H)-yl)acetate